BrC=1C(=C(C(=NC1)N1CCC(CC1)NC(OC(C)(C)C)=O)C#N)C1=CC(=C(C=C1)C#N)F tert-butyl N-(1-(5-bromo-3-cyano-4-(4-cyano-3-fluorophenyl)pyridin-2-yl)piperidin-4-yl)carbamate